1-(5-fluoro-1H-indol-3-yl)propane-2-amine FC=1C=C2C(=CNC2=CC1)CC(C)N